methanesulfonic acid [(3S)-3-hydroxybutyl] ester O[C@H](CCOS(=O)(=O)C)C